C(C)(C)S(=O)(=O)CC(=O)C1=CC=C(C=C1)C1=NOC(=N1)C(F)(F)F 2-(isopropylsulfonyl)-1-(4-(5-(trifluoromethyl)-1,2,4-oxadiazol-3-yl)phenyl)ethan-1-one